C(\C=C/C(=O)OCCC[Si](OCC)(OCC)OCC)(=O)OCCC[Si](OCC)(OCC)OCC di(triethoxysilylpropyl) maleate